2-chloroanthracene-9,10-dione ClC1=CC=2C(C3=CC=CC=C3C(C2C=C1)=O)=O